O[C@@H]1[C@@H](CNC1)NC(OC(C)(C)C)=O tert-butyl N-[(3R,4S)-4-hydroxypyrrolidin-3-yl]carbamate